[PH2](OC1=C(C=CC=C1)C(C1=C(C=C(C=C1C)C)C)=O)=O.[Na] sodium 2,4,6-trimethylbenzoylphenyl phosphinate